CC1=C(C=CC=C1)SC=1C=C2CCC[C@H](C2=CC1)CNC=1C=NC=CC1C(=O)O 3-({[(1R)-6-[(2-methylphenyl)thio]-1,2,3,4-tetrahydronaphthalen-1-yl]methyl}amino)pyridine-4-carboxylic acid